3-(2-methyl-1,3-dioxolan-2-yl)propan-1-amine CC1(OCCO1)CCCN